ClC1=C(C(=CC=C1)[N+](=O)[O-])N1N=CC=N1 2-(2-chloro-6-nitrophenyl)-2H-1,2,3-triazole